The molecule is a 2beta-hydroxy steroid, a 3beta-hydroxy steroid, a 14alpha-hydroxy steroid, a 20-hydroxy steroid, a 22-hydroxy steroid, a 26-hydroxy steroid, a 6-oxo steroid, a 5beta-hydroxy steroid, a tertiary alpha-hydroxy ketone and a phytoecdysteroid. C[C@]12CC[C@H]3C(=CC(=O)[C@]4([C@@]3(C[C@@H]([C@@H](C4)O)O)C)O)[C@@]1(CC[C@@H]2[C@](C)([C@@H](CCC(C)(C)O)O)O)O